2-benzoyl-N-(6-(4-isopropyl-4H-1,2,4-triazol-3-yl)pyridin-2-yl)isoindole-5-carboxamide C(C1=CC=CC=C1)(=O)N1C=C2C=CC(=CC2=C1)C(=O)NC1=NC(=CC=C1)C1=NN=CN1C(C)C